tert-butyl-9-((1-(3-(2,6-bis(benzyloxy)pyridin-3-yl)-1-methyl-1H-indazol-6-yl)-3-methylpiperidin-4-yl)methyl)-3,9-diazaspiro[5.5]undecane-3-carboxylate C(C)(C)(C)OC(=O)N1CCC2(CC1)CCN(CC2)CC2C(CN(CC2)C2=CC=C1C(=NN(C1=C2)C)C=2C(=NC(=CC2)OCC2=CC=CC=C2)OCC2=CC=CC=C2)C